C12C(CCC1)O2 cyclopenten oxide